4-[2-(2,7-Diazaspiro[3.5]nonan-2-yl)ethyl]-3-methyl-2-oxo-benzimidazol-1-ylpiperidine-2,6-dione C1N(CC12CCNCC2)CCC2=CC=CC=1N(C(N(C12)C)=O)N1C(CCCC1=O)=O